NC1=C(C=C(C=C1)C1=CC=C(C=C1)F)NC(=O)C=1SC(=CN1)S(=O)(=O)C N-[2-amino-5-(4-fluorophenyl)phenyl]-5-(methylsulfonyl)thiazole-2-carboxamide